[N+](=O)([O-])C=1C=C(C=CC1N1CCOCC1)NC1=NC=2N(C(=N1)C1=CN(C3=CC=CC=C13)C)N=CC2 2-(3-nitro-4-morpholinylphenylamino)-4-(1-methylindol-3-yl)pyrazolo[1,5-a][1,3,5]Triazine